NC=1C=CC(=C(C1)C(CC(=O)O)NC(=O)OC(C)(C)C)F 3-(5-amino-2-fluorophenyl)-3-((t-butoxycarbonyl)amino)propionic acid